(4-fluorophenyl)-3-(1-(naphthalen-1-yl)ethyl)urea FC1=CC=C(C=C1)NC(=O)NC(C)C1=CC=CC2=CC=CC=C12